ClC=1C=C2C=C(NC2=CC1)CNC(N([C@H]1CN(CCC1)C(=O)C1COC1)C)=O (R)-3-((5-chloro-1H-indol-2-yl)methyl)-1-methyl-1-(1-(oxetane-3-carbonyl)piperidin-3-yl)urea